6-[(2R)-2-methyl-3-{[(5R)-5-methyl-5,6,7,8-tetrahydroquinolin-4-yl]oxy}propyl]-6,7-dihydro-2H-dispiro[[1,3]dioxolo[4,5-f]isoindole-5,1'-cyclohexane-4',4''-imidazolidine]-2'',5''-dione C[C@H](CN1CC=2C=C3C(=CC2C12CCC1(NC(NC1=O)=O)CC2)OCO3)COC3=CC=NC=2CCC[C@H](C32)C